3-(benzo[d][1,3]dioxol-5-yl)-3-(2-(2-(cycloheptylamino)-2-oxoethoxy)quinolin-7-yl)propanoic acid O1COC2=C1C=CC(=C2)C(CC(=O)O)C2=CC=C1C=CC(=NC1=C2)OCC(=O)NC2CCCCCC2